[Si](C)(C)(C(C)(C)C)OC=1C2CCC(CCC1)N2C(=O)OC(C)(C)C tert-butyl 2-((tert-butyldimethylsilyl)oxy)-9-azabicyclo[4.2.1]non-2-ene-9-carboxylate